ethyl 6-(5-chloro-6-methylpyridin-2-yl)-3-cyclopropyl-4-oxo-4,5-dihydropyrazolo-[1,5-a]pyrazine-2-carboxylate ClC=1C=CC(=NC1C)C=1NC(C=2N(C1)N=C(C2C2CC2)C(=O)OCC)=O